3-bromoimidazo[1,2-a]pyrimidine-7-carboxylic acid BrC1=CN=C2N1C=CC(=N2)C(=O)O